NC1=C(N=CC=N1)SC1=C(C(=CC=C1)Cl)Cl 6-amino-5-((2,3-dichlorophenyl)thio)pyrazin